Triiodomethan IC(I)I